C[C@@H]1N(C[C@H](NC1)C)C=1C2=C(N=CN1)N(C=C2C2=C(C=CC=C2)F)C=2C=C(C#N)C=CN2 2-(4-((2S,5R)-2,5-dimethylpiperazin-1-yl)-5-(2-fluorophenyl)-7H-pyrrolo[2,3-d]pyrimidin-7-yl)isonicotinonitrile